OC1=C(C(NC(=N1)C=1C=NC=CC1)=O)C(F)(F)F 6-hydroxy-2-(3-pyridyl)-5-(trifluoromethyl)-4(3H)-pyrimidone